FC=1C=C(CN2CCC(CC2)N2CC(C3=NC=CC=C32)(C)C)C=CC1 N-(1-(3-fluorobenzyl)piperidin-4-yl)-3,3-dimethyl-2,3-dihydro-1H-pyrrolo[3,2-b]pyridine